C(C1=CC=CC=C1)N1N=C(N=C1)C1CNCC1 1-benzyl-3-pyrrolidin-3-yl-1H-1,2,4-triazole